methyl-1-(2-isocyanatoethyl)cyclohex-1-ene CC1=C(CCCC1)CCN=C=O